BrC1=CC=C(C=N1)N1N=C(C=2CN(CCC21)C(=O)OC(C)(C)C)CCl tert-butyl 1-(6-bromopyridin-3-yl)-3-(chloromethyl)-1,4,6,7-tetrahydro-5H-pyrazolo[4,3-c]pyridine-5-carboxylate